tert-butyl (S)-(2-(2-((4-(hydroxymethyl)phenyl)carbamoyl)pyrrolidin-1-yl)-2-oxoethyl)carbamate OCC1=CC=C(C=C1)NC(=O)[C@H]1N(CCC1)C(CNC(OC(C)(C)C)=O)=O